2-(6-oxo-4-phenyl-pyrimidin-1-yl)-N-[(1S)-1-phenylethyl]acetamide O=C1C=C(N=CN1CC(=O)N[C@@H](C)C1=CC=CC=C1)C1=CC=CC=C1